Ethyl 5-(4-(difluoromethoxy)-6-(3,3,3-trifluoro-2,2-dimethylpropyl)pyridin-3-yl)-1-ethyl-1H-pyrazole-3-carboxylate FC(OC1=C(C=NC(=C1)CC(C(F)(F)F)(C)C)C1=CC(=NN1CC)C(=O)OCC)F